OC=1C(=NC=CC1NC1=C(C(C1=O)=O)N[C@@H](CC1=CC=CC=C1)C1(CCCC1)C)C(=O)N(C)C (S)-3-hydroxy-N,N-dimethyl-4-((2-((1-(1-methylcyclopentyl)-2-phenylethyl)amino)-3,4-dioxocyclobut-1-en-1-yl)amino)picolinamide